3-((4-fluorophenyl)ethynyl)-4-((4-(trifluoromethyl)benzyl)sulfonyl)benzoic acid FC1=CC=C(C=C1)C#CC=1C=C(C(=O)O)C=CC1S(=O)(=O)CC1=CC=C(C=C1)C(F)(F)F